1-((2-(2,4-dihydroxy-5-isopropylbenzoyl)isoindolin-5-yl)methyl)piperidine-4-carboxylic acid OC1=C(C(=O)N2CC3=CC=C(C=C3C2)CN2CCC(CC2)C(=O)O)C=C(C(=C1)O)C(C)C